octadec-9-en-1-yl 3-((4-((3-morpholinopropyl)amino)-3-oleamido-4-oxobutyl)thio)propanoate O1CCN(CC1)CCCNC(C(CCSCCC(=O)OCCCCCCCCC=CCCCCCCCC)NC(CCCCCCC\C=C/CCCCCCCC)=O)=O